Adamantan-1-ol C12(CC3CC(CC(C1)C3)C2)O